4-(6-chloro-1-(4-(1,1-difluoroethyl)pyrimidin-2-yl)-1H-pyrazolo[4,3-C]pyridin-3-yl)morpholine ClC1=CC2=C(C=N1)C(=NN2C2=NC=CC(=N2)C(C)(F)F)N2CCOCC2